C(#N)C(C(=O)OCC)=C1CC2(CN(C2)C(=O)OC(C)(C)C)C1 Tert-butyl 6-(1-cyano-2-ethoxy-2-oxoethylidene)-2-azaspiro[3.3]heptane-2-carboxylate